2-(1-acryloylazetidin-3-yl)-6-(5-methyl-1H-indazol-4-yl)imidazo[1,5-a]pyridin-3(2H)-one C(C=C)(=O)N1CC(C1)N1C(N2C(C=CC(=C2)C2=C3C=NNC3=CC=C2C)=C1)=O